5-(5-ethylpyrimidin-4-yloxy)-2-(1-(5-fluoropyridin-yl)pyrrolidin-3-yl)benzaldehyde C(C)C=1C(=NC=NC1)OC=1C=CC(=C(C=O)C1)C1CN(CC1)C1=NC=C(C=C1)F